C(=C)C=1N=NNC1 Vinyl-Triazole